C(C)(=O)C#CC1=NC(=CC=C1)C(C)=O 2,6-diacetylethynyl-pyridine